3-fluoro-N-methyl-5-(6-(((3aR,5s,6aS)-2-((tetrahydro-2H-pyran-4-yl)methyl-d2)octahydrocyclopenta[c]pyrrol-5-yl)amino)pyridazin-3-yl)benzamide FC=1C=C(C(=O)NC)C=C(C1)C=1N=NC(=CC1)NC1C[C@@H]2[C@@H](CN(C2)C([2H])([2H])C2CCOCC2)C1